C/C(/CO)=C\CCC(C=C)=C (2e)-2-methyl-6-methylene-octan-2,7-dien-1-ol